C(C)OC(=O)C1=C(C=NC2=CC=CN=C12)O 3-hydroxy-1,5-naphthyridine-4-carboxylic acid ethyl ester